N-(tert-butyl)-2-(3-(6-methoxy-7-methyl-4-((1-methyl-1H-pyrazol-4-yl)-amino)quinazolin-2-yl)phenoxy)acetamide Trifluoroacetic Acid Salt FC(C(=O)O)(F)F.C(C)(C)(C)NC(COC1=CC(=CC=C1)C1=NC2=CC(=C(C=C2C(=N1)NC=1C=NN(C1)C)OC)C)=O